N(=[N+]=[N-])C=1C=C(C(=CC1)C=CC=1C(=CC(=CC1)N=[N+]=[N-])S(=O)(=O)[O-])S(=O)(=O)[O-].[Na+].[Na+] sodium 4,4'-diazidostilbene-2,2'-disulfonate